[C@@H]1([C@H](O)[C@H](O)[C@@H](CO)O1)N1C(=O)NC(=O)C=C1 (2'R)-Uridine